C(#N)C=1C(=NC(=C(C1OCCC)C#N)N1CCN(CCC1)CCO)SC(C(=O)N)C1=CC=CC=C1 2-((3,5-dicyano-6-(4-(2-hydroxyethyl)-1,4-diazepan-1-yl)-4-propoxypyridin-2-yl)thio)-2-phenylacetamide